7-butyryl-3-ethyl-1-propyl-8-(1-(3-(trifluoromethyl)benzyl)-1H-pyrazol-4-yl)-3,7-dihydro-1H-purine-2,6-dione C(CCC)(=O)N1C(=NC=2N(C(N(C(C12)=O)CCC)=O)CC)C=1C=NN(C1)CC1=CC(=CC=C1)C(F)(F)F